[2-[5-(3-Chloropyrazol-1-yl)-3-ethylsulfonyl-2-pyridyl]-1,3-benzoxazol-5-yl]iminooxo(trifluoromethyl)-λ6-sulfan ClC1=NN(C=C1)C=1C=C(C(=NC1)C=1OC2=C(N1)C=C(C=C2)N=S(C(F)(F)F)=O)S(=O)(=O)CC